4-Benzyl-N-(pyrrolidin-3-yl)-3,4-dihydroquinoxaline-1(2H)-carboxamide C(C1=CC=CC=C1)N1CCN(C2=CC=CC=C12)C(=O)NC1CNCC1